BrC1=C(C=C(C(=C1)OCC)OC)Cl 1-Bromo-2-chloro-5-ethoxy-4-methoxybenzene